ClC1=CC=C(C(=N1)C1=C(C=NC=C1)F)N 6-chloro-2-(3-fluoro-4-pyridyl)pyridin-3-amine